(+)-4-(4-{[2,4-Bis(trifluoromethyl)phenoxy]methyl}-3-methoxyphenyl)-2H,4H,5H,6H,7H-pyrazolo[3,4-b]pyridin-6-one FC(C1=C(OCC2=C(C=C(C=C2)C2C=3C(NC(C2)=O)=NNC3)OC)C=CC(=C1)C(F)(F)F)(F)F